ClC1=NC(=C2N=CN(C2=N1)C1CCN(CC1)C(=O)C=1C=NC=CC1)N/N=C/C1=CC(=CC=C1)C (E)-(4-(2-chloro-6-(2-(3-methylbenzylidene)hydrazinyl)-9H-purin-9-yl)piperidin-1-yl)(pyridin-3-yl)methanone